P(=O)(OC(CCC)CCC)(OC(CCC)CCC)[O-] di-(4-heptyl) phosphate